3-(2,3,3-trimethyl-5-(4-sulfophenyl)-3H-pyrrolo[2,3-b]pyridin-7-ium-7-yl)propane-1-sulfonate CC=1C(C=2C(=[N+](C=C(C2)C2=CC=C(C=C2)S(=O)(=O)O)CCCS(=O)(=O)[O-])N1)(C)C